(2,2,2-trifluoro-1,1-dimethyl-ethyl)3-methylimidazol-3-ium-1-carboxylate FC(C(C)(C)OC(=O)N1C=[N+](C=C1)C)(F)F